5-(4-Chloro-2-methyl-2H-indazol-5-yl)-2-[(1R,6S)-3,9-diazabicyclo[4.2.1]nonan-9-yl]-3-methyl-3H,4H,7H-pyrrolo[2,3-d]pyrimidin-4-one ClC=1C2=CN(N=C2C=CC1C1=CNC=2N=C(N(C(C21)=O)C)N2[C@H]1CNCC[C@@H]2CC1)C